N2,7,2'-O-trimethyl-guanosine CNC=1NC(C=2[N+](=CN([C@H]3[C@H](OC)[C@H](O)[C@@H](CO)O3)C2N1)C)=O